N1(N=NN=C1)C[C@H](C)OC=1C=C(C=CC1Cl)C=1C=NC(=NC1)NC=1C(=NN(C1)C1CCC(CC1)N1CCOCC1)OCC1COCC1 5-(3-(((S)-1-(1H-tetrazol-1-yl)propan-2-yl)oxy)-4-chlorophenyl)-N-(1-((1r,4r)-4-morpholinocyclohexyl)-3-((tetrahydrofuran-3-yl)methoxy)-1H-pyrazol-4-yl)pyrimidin-2-amine